bis(trifluoromethanesulfonic acid) zirconium [Zr].FC(S(=O)(=O)O)(F)F.FC(S(=O)(=O)O)(F)F